5-Amino-N-(3-chloro-4-fluorophenyl)-1-methyl-3-(3-(2-(trifluoromethyl)thiazol-4-yl)cyclopentyl)-1H-pyrazole-4-carboxamide NC1=C(C(=NN1C)C1CC(CC1)C=1N=C(SC1)C(F)(F)F)C(=O)NC1=CC(=C(C=C1)F)Cl